NC1=NC(=C(C(=C1C#N)C1=CC(=CC=C1)C1=NC=CC(=C1)F)C#N)N1CCCCC1 2-amino-4-(3-(4-fluoropyridin-2-yl)phenyl)-6-(piperidin-1-yl)pyridine-3,5-dinitrile